(E)-1-(2-Hydroxyphenyl)-3-(3-nitro-4-phenylmethoxyphenyl)prop-2-en-1-one OC1=C(C=CC=C1)C(\C=C\C1=CC(=C(C=C1)OCC1=CC=CC=C1)[N+](=O)[O-])=O